(4R)-4-({(1S)-2-[4,6-bis(trifluoromethyl)-1,3,5-triazin-2-yl]-6-chloro-2,3,4,9-tetrahydro-1H-pyrido[3,4-b]indol-1-yl}methyl)-1,3-dioxolane-2-thione FC(C1=NC(=NC(=N1)C(F)(F)F)N1[C@H](C=2NC3=CC=C(C=C3C2CC1)Cl)C[C@H]1OC(OC1)=S)(F)F